3-Amino-4-(4-(tert-butyl)phenyl)-1H-indazole-1-carboxylic acid tert-butyl ester C(C)(C)(C)OC(=O)N1N=C(C2=C(C=CC=C12)C1=CC=C(C=C1)C(C)(C)C)N